nickel-chromium-cobalt-titanium [Ti].[Co].[Cr].[Ni]